3-cyclopentyl-3-(4-(2-phenyl-3H-imidazo[4,5-b]pyridin-7-yl)-1H-pyrazol-1-yl)propanenitrile C1(CCCC1)C(CC#N)N1N=CC(=C1)C1=C2C(=NC=C1)NC(=N2)C2=CC=CC=C2